1-((3S,5R)-1-acryloyl-5-(methoxymethyl)pyrrolidin-3-yl)-3-((1-methyl-2-(trifluoromethyl)-1H-benzo[d]imidazol-5-yl)ethynyl)-5-(methylamino)-1H-pyrazole-4-carboxamide C(C=C)(=O)N1C[C@H](C[C@@H]1COC)N1N=C(C(=C1NC)C(=O)N)C#CC1=CC2=C(N(C(=N2)C(F)(F)F)C)C=C1